O=C1N(CC2=C(C=CC=C12)SCCCCCCCCCCN1CCCCC1)C1C(NC(CC1)=O)=O 3-(1-oxo-4-((10-(piperidin-1-yl)decyl)thio)isoindolin-2-yl)piperidine-2,6-dione